(2-((2-(1-(cyclopropylsulfonyl)-1H-pyrazol-4-yl)pyrimidin-4-yl)amino)-5-((1-(tetrahydro-2H-pyran-4-yl)-1H-pyrazol-4-yl)ethynyl)pyridin-4-yl)piperidin-4-one C1(CC1)S(=O)(=O)N1N=CC(=C1)C1=NC=CC(=N1)NC1=NC=C(C(=C1)N1CCC(CC1)=O)C#CC=1C=NN(C1)C1CCOCC1